C(C)(C)(C)OC(CN(CCC(C(=O)[O-])(C)C)C(=O)OCOP(=O)(OC(C)(C)C)OC(C)(C)C)=O 4-((2-(tert-butoxy)-2-oxoethyl) ((((di-tert-butoxyphosphoryl)oxy)methoxy)carbonyl)amino)-2,2-dimethylbutanoate